N[C@H](CO)C(C)C (S)-2-amino-3-methylbutanol